CN(C1=CC=C(C(=O)N[C@@H](CCC(=O)O)C(=O)O)C=C1)C (S)-4-dimethylaminobenzoyl-glutamic acid